ethyl 2-(((S)-3-(3-chloro-5-fluorophenyl)-5-(piperidin-1-yl)pentyl)(methyl)amino)-2-(4-fluoro-3-methyl-2-((1r,4S)-4-(1-methylcyclopropoxy)-cyclohexyl)phenyl)acetate ClC=1C=C(C=C(C1)F)[C@H](CCN(C(C(=O)OCC)C1=C(C(=C(C=C1)F)C)C1CCC(CC1)OC1(CC1)C)C)CCN1CCCCC1